COC(=O)C=1N2C(C3=CC(=CC=C3C1OCC1=CC=CC=C1)C=1N=NN(C1)C)=NC=N2.NC2=C(N=CC(=N2)C(=O)NC2CNCCC2)C2=C(C(=CC=C2)Cl)Cl 6-amino-5-(2,3-dichlorophenyl)-N-(piperidin-3-yl)pyrazine-2-carboxamide methyl-6-(benzyloxy)-9-(1-methyl-1H-1,2,3-triazol-4-yl)-[1,2,4]triazolo[5,1-a]isoquinoline-5-carboxylate